ClC1=C(C(=CC=C1Cl)O)[C@H]1C[C@@H]2N(C(C(CN(C2)C(CO)=O)C)=O)C1 (8R,9aS)-8-(2,3-dichloro-6-hydroxyphenyl)-2-(2-hydroxyacetyl)-4-methyloctahydro-5H-pyrrolo[1,2-a][1,4]diazepin-5-one